methyl 5-((14-amino-4,7,10,13-tetraoxo-3,6,9,12-tetraazatetradecyl)carbamoyl)-2-(2-(4-fluorophenyl)butanamido)-4-methylthiophene-3-carboxylate NCC(NCC(NCC(NCC(NCCNC(=O)C1=C(C(=C(S1)NC(C(CC)C1=CC=C(C=C1)F)=O)C(=O)OC)C)=O)=O)=O)=O